NC1=C(C=C(C=C1)C)NC1=CC=C(C=C1)O 4-[(4-amino-m-tolyl)amino]phenol